C(C)(C)(C)OC(=O)N([C@H](C(=O)O)CC1CCCCC1)C (2S)-2-[tert-butoxycarbonyl-(methyl)amino]-3-cyclohexyl-propionic acid